BrC1=CC=C(C=N1)OCC1CN(C(O1)C(F)(F)F)C1=CC(=C(C=C1)[N+](=O)[O-])C 5-(((6-Bromopyridin-3-yl)oxy)methyl)-3-(3-methyl-4-nitrophenyl)-2-(trifluoromethyl)oxazolidin